ClC1=CC=C(C=C1)C1CCN(CC1)C1=C(C=C(C=C1)[C@@]1(C(NC(CC1)=O)=O)C)F (R)-3-(4-(4-(4-chlorophenyl)piperidin-1-yl)-3-fluorophenyl)-3-methylpiperidine-2,6-dione